4-[(2R)-3-(3,4-dihydro-1H-isoquinolin-2-yl)-2-hydroxy-propyl]-8-[(3R)-pyrrolidin-3-yl]oxy-2,3-dihydro-1,4-benzoxazepin-5-one dihydrochloride Cl.Cl.C1N(CCC2=CC=CC=C12)C[C@H](CN1CCOC2=C(C1=O)C=CC(=C2)O[C@H]2CNCC2)O